ClC(C1=NC(=NO1)C1=CC=C(CP(N(C)CC(C)C)(=O)C)C=C1)(F)F P-(4-(5-(chlorodifluoromethyl)-1,2,4-oxadiazol-3-yl)benzyl)-N-isobutyl-N,P-dimethylphosphinic amide